2-CARBOXY-4-CHLOROPHENYLBORONIC ACID C(=O)(O)C1=C(C=CC(=C1)Cl)B(O)O